(S)-4-(cyclopropyl(4-(5,6,7,8-tetrahydro-1,8-naphthyridin-2-yl)butyl)amino)-2-(((2-methoxyethoxy)carbonyl)amino)butanoic acid C1(CC1)N(CC[C@@H](C(=O)O)NC(=O)OCCOC)CCCCC1=NC=2NCCCC2C=C1